N1CN=CN=C1 1H-1,3,5-triazin